C[C@@]12CC[C@@H]([C@H]1[C@@](CC[C@H]2O)(C)O)CC(C)(C)O The molecule is a sesqiterpenoid that is octahydro-1H-indene which is substituted by a 2-hydroxy-2-methylpropyl group at position 1, methyl groups at positions 3a and 7, and hydroxy groups at positions 4 and 7 (the 1R,3aR,4R,7S,7aR stereoisomer). It has been isolated from various Homalomena species. It has a role as a plant metabolite. It is a sesquiterpenoid, a carbobicyclic compound, a secondary alcohol, a tertiary alcohol and a triol. It derives from an oppsit-4(15)-ene-1beta,11-diol.